5-chloro-6-mercapto-2-methylquinazolin-4(3H)-one ClC1=C2C(NC(=NC2=CC=C1S)C)=O